The molecule is an amino acid zwitterion of N(2)-acetyl-L-ornithine arising from migration of a proton from the carboxy group to the epsilon-amino group; major species at pH 7.3. It has a role as an Escherichia coli metabolite and a human metabolite. It is a tautomer of a N(2)-acetyl-L-ornithine. CC(=O)N[C@@H](CCC[NH3+])C(=O)[O-]